3-triethoxysilylmethylpropyl acrylate-sulfide C(C1CS1)(=O)OCCCC[Si](OCC)(OCC)OCC